BrC=1C=CC=2N(C1)N=NC2C(=O)NC=2C(=NC=C(C2)C(NCCN2[C@@H](CCC2)C)=O)C (R)-6-bromo-N-(2-methyl-5-((2-(2-methylpyrrolidin-1-yl)ethyl)carbamoyl)pyridin-3-yl)-[1,2,3]triazolo[1,5-a]pyridine-3-carboxamide